C(C[2H])([2H])C1=CC=C(C=C1)NC(=O)NC1=CNC2=C(C(=C(C(=C12)[2H])[2H])[2H])[2H] 1-(4-(ethyl-1,2-d2)phenyl)-3-(1H-indol-3-yl-4,5,6,7-d4)urea